dichlorodiphenyliodonium ClC=1C(=C(C=CC1)[I+]C1=CC=CC=C1)Cl